C(C1=CC=CC=C1)(=O)OC1=C(C(=CC(=C1)C(C)(C)C)C(C)(C)C)OC(C1=CC=CC=C1)=O 3,5-di-tert-butyl-1,2-phenylene dibenzoate